COC1=CC=C(C=C1)NC(=O)NC1=CC=C(C=C1)OC=1C=C2CCN(C(C2=CC1)C1=CC=C(C=C1)Cl)C 1-(4-methoxyphenyl)-3-(4-((2-methyl-1-(p-chlorophenyl)-1,2,3,4-tetrahydroisoquinolin-6-yl)oxy)phenyl)urea